C(C)(C)C1=C(NC2=CC=C(C=C12)C1CN(CCC1)CCNC)C1=CC(=NC=C1)C 2-(3-(3-Isopropyl-2-(2-methylpyridin-4-yl)-1H-indol-5-yl)piperidin-1-yl)-N-methylethan-1-amin